NC=1C2=C(N=CN1)C(=CO2)[C@@H]2O[C@@H]([C@H]([C@H]2O)O)CN(C(C)C)C2CC(C2)CCC2=NC1=C(N2)C=CC(=C1)C(C)(C)C (2S,3R,4S,5R)-2-(4-aminofuro[3,2-d]pyrimidin-7-yl)-5-(((3-(2-(5-(tertbutyl)-1H-benzo[d]imidazol-2-yl)ethyl)cyclobutyl)(isopropyl)amino)methyl)tetrahydrofuran-3,4-diol